N1=C(C=CC=C1)COC(COC1=NC=CC=C1OC1=C(C=C(C(=C1)N1C(N(C(=CC1=O)C(F)(F)F)C)=O)F)Cl)=O.BrCCCOC1=CC=C(C=C1)N=NC1=CC=C(C=C1)OCCCBr 4,4'-bis(3-bromopropyloxy)azobenzene pyridin-2-ylmethyl-[(3-{2-chloro-4-fluoro-5-[3-methyl-2,6-dioxo-4-(trifluoromethyl)-3,6-dihydropyrimidin-1(2H)-yl]phenoxy}pyridin-2-yl)oxy]acetate